1-(2-methylazetidin-1-yl)ethanone CC1N(CC1)C(C)=O